(R)-N-(6-(6-(tert-butyl)imidazo[1,2-a]-pyridin-3-yl)pyridin-2-yl)-5-azaspiro[2.4]-heptan-7-amine C(C)(C)(C)C=1C=CC=2N(C1)C(=CN2)C2=CC=CC(=N2)N[C@H]2CNCC21CC1